4-(2-hydroxyethylsulfonylamino)-6-(6-azaspiro[2.5]octane-6-yl)benzofuran-7-carboxamide OCCS(=O)(=O)NC1=CC(=C(C2=C1C=CO2)C(=O)N)N2CCC1(CC1)CC2